C(C1=CC=CC=C1)N1N=C(C=C1)C(C(=O)O)N1C[C@@H](CC1)C(CCCCC1=NC=2NCCCC2C=C1)(F)F 2-(1-benzyl-1H-pyrazol-3-yl)-2-((R)-3-(1,1-difluoro-5-(5,6,7,8-tetrahydro-1,8-naphthyridin-2-yl)pentyl)pyrrolidin-1-yl)acetic acid